mono-isopropyl galactarate O=C([C@H](O)[C@@H](O)[C@@H](O)[C@H](O)C(=O)OC(C)C)[O-]